3-(4-(4-(2-(1-aminopiperidin-4-yl)ethyl)piperazin-1-yl)-2-fluorophenyl)piperidine-2,6-dione NN1CCC(CC1)CCN1CCN(CC1)C1=CC(=C(C=C1)C1C(NC(CC1)=O)=O)F